N1N=NN=C1C1=CC=C(C=C1)C(C(=O)NC=1SC(=CN1)Cl)C1CC(CC1)(F)F rac-2-(4-(1H-Tetrazol-5-yl)phenyl)-N-(5-chlorothiazol-2-yl)-2-(3,3-difluorocyclopentyl)acetamide